C(#N)C=1C(=CC(=NC1N1[C@H](CC1)C)N1C[C@H](CC1)CC(=O)O)C(F)(F)F 2-[(3R)-1-[5-cyano-6-[(2S)-2-methylazetidin-1-yl]-4-(trifluoromethyl)-2-pyridinyl]pyrrolidin-3-yl]acetic acid